(2R,4S)-1-((2'-chloro-5-cyano-[1,1'-biphenyl]-2-yl)sulfonyl)-4-fluoro-2-methyl-N-((R,Z)-4-(methylsulfonyl)but-3-en-2-yl)piperidine-4-carboxamide ClC1=C(C=CC=C1)C1=C(C=CC(=C1)C#N)S(=O)(=O)N1[C@@H](C[C@@](CC1)(C(=O)N[C@H](C)\C=C/S(=O)(=O)C)F)C